Cl.Cl.C(CCCCCCCCCN1C=CC(C=C1)=NCCCCCCCC)N1C=CC(C=C1)=NCCCCCCCC N,N'-(1,10-decandiyldi-1-pyridinyl-4-yliden)-bis-(1-octan-amin)-dihydrochlorid